2-methylpropan-2-yl 4-amino-3-fluorohexa-hydropyridine-1-carboxylate NC1C(CN(CC1)C(=O)OC(C)(C)C)F